C1(=CC=CC=C1)C(CS(=O)(=O)N(C)C)C1=CC=CC=C1 2,2-Diphenyl-N,N-dimethylaminosulfonylethane